ClC1=C(C=CC=C1)C1=NN2C(NC(=CC2=O)C=2C=C(C#N)C=CC2)=C1C 3-(2-(2-chlorophenyl)-3-methyl-7-oxo-4,7-dihydropyrazolo[1,5-a]pyrimidin-5-yl)benzonitrile